C1(CC1)NC(=O)C1=CC(=NN1CC1=CC=C(C=C1)F)C(=O)NC N5-Cyclopropyl-1-(4-fluorobenzyl)-N3-methyl-1H-pyrazole-3,5-dicarboxamide